N-cyclopentyl-4-((2r,3S)-1-(2-fluoro-6-methylbenzoyl)-3-((4-methyl-3-(trifluoromethyl)phenyl)-carbamoyl)piperidin-2-yl)anilinium (1S)-(+)-10-camphorsulfonate [C@]12(C(=O)CC(CC1)C2(C)C)CS(=O)(=O)[O-].C2(CCCC2)[NH2+]C2=CC=C(C=C2)[C@@H]2N(CCC[C@@H]2C(NC2=CC(=C(C=C2)C)C(F)(F)F)=O)C(C2=C(C=CC=C2C)F)=O